SCCC=1SC=C(N1)C(=O)N 2-(mercaptoethyl)thiazole-4-carboxamide